C1OC=2C=CSC2OC1 4-ethylendioxythiophen